tert-butyl((S)-2-(2-((E)-1-(((R)-tert-butylsulfinyl)imino)ethyl)-4-fluorophenoxy)propyl)carbamate C(C)(C)(C)OC(NC[C@H](C)OC1=C(C=C(C=C1)F)/C(/C)=N/[S@](=O)C(C)(C)C)=O